2-[(2E)-2-(aminomethyl)-3-fluoroprop-2-en-1-yl]-4-{3-methyl-5-[4-(morpholin-4-ylcarbonyl)phenyl]pyridin-2-yl}-2,4-dihydro-3H-1,2,4-triazol-3-one hydrochloride Cl.NC/C(/CN1N=CN(C1=O)C1=NC=C(C=C1C)C1=CC=C(C=C1)C(=O)N1CCOCC1)=C\F